CC1=C2N(C=3C=CC=CC13)CC(C2=O)=CC2=CC=C(C=C2)C(F)(F)F 9-methyl-2-[4-(trifluoromethyl)benzylidene]-2,3-dihydro-1H-pyrrolo[1,2-a]indol-1-one